dibutyl-copper dilaurate C(CCCCCCCCCCC)(=O)O.C(CCCCCCCCCCC)(=O)O.C(CCC)[Cu]CCCC